(1R,3R,5R)-N-((R)-(4-chloro-2,5-difluorophenyl)(3-oxetanyl)methyl)-2-((2,6-dimethyl-4-pyridinyl)carbonyl)-2-azabicyclo[3.1.0]hexane-3-carboxamide ClC1=CC(=C(C=C1F)[C@H](NC(=O)[C@@H]1N([C@@H]2C[C@@H]2C1)C(=O)C1=CC(=NC(=C1)C)C)C1COC1)F